Ethyl (3R)-3-(7-chloro-1,4-dimethyl-1H-benzotriazol-5-yl)-3-(7-{[(2R,5S)-2-ethyl-5-methyl-2,3-dihydropyrido[2,3-f][1,4]oxazepin-4(5H)-yl]methyl}-1-benzothiophen-5-yl)propanoate ClC1=CC(=C(C2=C1N(N=N2)C)C)[C@H](CC(=O)OCC)C=2C=C(C1=C(C=CS1)C2)CN2C[C@H](OC1=C([C@@H]2C)N=CC=C1)CC